C(CCC)OCCOC(CCCCC(=O)OCCOCCCC)=O bis-(2-butoxyethyl)-adipate